2-[6-[4-Chloro-3-(1,1-difluoroethyl)phenyl]pyrazolo[3,4-b]pyrazin-1-yl]-N,N-dimethyl-acetamide ClC1=C(C=C(C=C1)C1=CN=C2C(=N1)N(N=C2)CC(=O)N(C)C)C(C)(F)F